C(N)(=N)NC(N(C(N)=N)C(N)=N)=O tris-guanyl-urea